(S)-4,5-dimethyl-6-(3-(2-phenylmorpholino)-7,8-dihydro-1,6-naphthyridin-6(5H)-yl)pyridazine-3-carbonitrile CC1=C(N=NC(=C1C)N1CC=2C=C(C=NC2CC1)N1C[C@@H](OCC1)C1=CC=CC=C1)C#N